6-[(5-Fluoro-4-methylpyridin-2-yl)amino]-4-{[3-methoxy-4-(1-methyl-1H-1,2,4-triazol-3-yl)pyridin-2-yl]amino}-N-(2H3)methylpyridazin-3-carboxamid FC=1C(=CC(=NC1)NC1=CC(=C(N=N1)C(=O)NC([2H])([2H])[2H])NC1=NC=CC(=C1OC)C1=NN(C=N1)C)C